CC(C)CCC[C@@H](C)[C@H]1CC[C@H]2[C@@H]3[C@@H](C[C@@H]4C[C@@H](CC[C@]4(C)[C@H]3CC[C@]12C)O)O 5β-cholestan-3α,7α-diol